C(C)(=O)OC1(C(C(OCC1)C)C)C[N+](=O)[O-] methyl-(3-methyl-4-(nitromethyl) tetrahydro-2H-pyran-4-yl) acetate